6-Fluoro-4-(4-fluorophenyl)-N-(1-methylpiperidin-4-yl)-3,4-dihydroquinoxaline FC=1C=C2N(CCN(C2=CC1)C1CCN(CC1)C)C1=CC=C(C=C1)F